COC1=CC=C(C=C1)CN(C1=CC(=CC(=N1)B(O)O)C)CC1=CC=C(C=C1)OC [6-[bis[(4-methoxyphenyl)methyl]amino]-4-methyl-2-pyridyl]boronic acid